COC(=O)C1=NC(=C(N=C1N)C=1C=NN(C1)C)Cl 3-amino-6-chloro-5-(1-methyl-1H-pyrazol-4-yl)pyrazine-2-carboxylic acid methyl ester